CN1C2=C(OCC1CN1CCOCC1)C=C(C=C2[N+](=O)[O-])S(=O)(=O)NC(C2=CC=CC=C2)=O N-((4-methyl-3-(morpholinomethyl)-5-nitro-3,4-dihydro-2H-benzo[b][1,4]oxazin-7-yl)sulfonyl)benzamide